1-(7-methoxy-9H-fluoren-2-yl)ethan-1-one COC1=CC=C2C=3C=CC(=CC3CC2=C1)C(C)=O